C(C)(C)(C)OC(=O)NC=1C=C(C=C(C1)C(F)(F)F)[C@@H](C)NC1=NC(=NC2=CC(=C(C=C12)C1CCC(CC1)C(=O)O)OCCOC)C (1R,4R)-4-(4-(((R)-1-(3-((tert-butoxycarbonyl)amino)-5-(trifluoromethyl)phenyl)ethyl)amino)-7-(2-Methoxyethoxy)-2-methylquinazolin-6-yl)cyclohexane-1-carboxylic acid